N-(4-((7-fluoro-5-methoxyquinazolin-4-yl)amino)phenyl)-2-(4-isopropyl-1H-1,2,3-triazol-1-yl)acetamide FC1=CC(=C2C(=NC=NC2=C1)NC1=CC=C(C=C1)NC(CN1N=NC(=C1)C(C)C)=O)OC